N-Ethyl-diethanolamine C(C)N(CCO)CCO